C(\C=C/C(=O)OC(CCCCCCC)=O)(=O)OC(CCCCCCC)=O Dicaprylyl maleate